(15R)-5-(2,6-dichloropyrimidin-4-yl)-15-methyl-11-thia-6,14,17-triazatetracyclo[8.8.0.0^2,7.0^12,18]octadeca-1(10),2(7),3,5,8,12(18)-hexaen-13-one ClC1=NC(=CC(=N1)C=1C=CC=2C=3C=4NC[C@H](NC(C4SC3C=CC2N1)=O)C)Cl